((benzyloxy)methyl)-4-ethyl-1-(7-fluoro-2-hydroxy-4-(1,1,1-trifluoropropan-2-yl)Quinolin-6-yl)-1H-1,2,4-triazol-5(4H)-one C(C1=CC=CC=C1)OCC1=NN(C(N1CC)=O)C=1C=C2C(=CC(=NC2=CC1F)O)C(C(F)(F)F)C